Tert-Butyl 6-[[3-(trifluoromethylsulfonimidoyl)phenyl]methylene]-2-azaspiro[3.3]heptane-2-carboxylate FC(S(=O)(=N)C=1C=C(C=CC1)C=C1CC2(CN(C2)C(=O)OC(C)(C)C)C1)(F)F